(S)-5-chloro-N-(2-((2,2-dimethyl-1,3-dioxolan-4-yl)methoxy)pyrimidin-4-yl)-2-(4-fluoro-2-methylphenoxy)-4-(trifluoromethyl)benzamide ClC=1C(=CC(=C(C(=O)NC2=NC(=NC=C2)OC[C@@H]2OC(OC2)(C)C)C1)OC1=C(C=C(C=C1)F)C)C(F)(F)F